ClC1=C(C=CC=C1)CC(=O)NC1=CC(=C(C=C1)C1=NC=C(C=C1)Cl)S(N=CN(C)C)(=O)=O 2-(2-Chlorophenyl)-N-[4-(5-chloropyridin-2-yl)-3-{[(dimethylamino)methylene]sulfamoyl}-phenyl]acetamide